C(C)(C)(C)C1=C(C(=CC(=C1)C)CC1=C(C(=CC(=C1)C)C(C)(C)C)O)OC(C1=CC=C(C(=O)OC2=C(C=C(C=C2CC2=C(C(=CC(=C2)C)C(C)(C)C)O)C)C(C)(C)C)C=C1)=O bis[2-tert-butyl-6-(2-hydroxy-3-tert-butyl-5-methylbenzyl)-4-methyl-phenyl]terephthalate